rac-methyl (1R,2R,3S,4S)-3-(((benzyloxy)carbonyl)amino)-7-oxabicyclo[2.2.1]heptane-2-carboxylate C(C1=CC=CC=C1)OC(=O)N[C@H]1[C@H]([C@H]2CC[C@@H]1O2)C(=O)OC |r|